(cis)-benzyl 6-acetylhexahydropyrrolo[3,4-b][1,4]oxazine-4(4aH)-carboxylate C(C)(=O)N1C[C@@H]2OCCN([C@@H]2C1)C(=O)OCC1=CC=CC=C1